N-(4-(1-Ethyl-3-(pyridin-3-yl)-1H-pyrazol-4-yl)pyrimidin-2-yl)-3-methyl-2,3,4,5-tetrahydro-1H-benzo[d]azepin-7-amine C(C)N1N=C(C(=C1)C1=NC(=NC=C1)NC1=CC2=C(CCN(CC2)C)C=C1)C=1C=NC=CC1